n-octyl carbamate C(N)(OCCCCCCCC)=O